(2R,3R,4R,5S)-2-(hydroxymethyl)-1-(3-(thiophen-3-yl)propyl)piperidine-3,4,5-triol OC[C@H]1N(C[C@@H]([C@H]([C@@H]1O)O)O)CCCC1=CSC=C1